ClC=1C(=C(C(=CC1)N1N=NN=C1)C1=CCN2[C@@H](CC[C@@H]2C1)C=1NC(=CN1)C1=C(C(=NC=C1)C1COC1)F)F (3S,8aR)-7-(3-Chloro-2-fluoro-6-(1H-tetrazol-1-yl)phenyl)-3-(5-(3-fluoro-2-(oxetan-3-yl)pyridin-4-yl)-1H-imidazol-2-yl)-2,3,8,8a-tetrahydroindolizin